N-(2-((2-amino-ethyl)thio)ethyl)-4-((3-(3-fluoro-4-methoxyphenyl)imidazo[1,2-a]pyrazin-8-yl)amino)-2-methylbenzamide NCCSCCNC(C1=C(C=C(C=C1)NC=1C=2N(C=CN1)C(=CN2)C2=CC(=C(C=C2)OC)F)C)=O